3-((3-(4'-fluoro-4-nitro-[1,1'-biphenyl]-3-yl)-1H-pyrazol-1-yl)methyl)pyridine FC1=CC=C(C=C1)C1=CC(=C(C=C1)[N+](=O)[O-])C1=NN(C=C1)CC=1C=NC=CC1